6-[4-[acetyl-(ethyl)amino]-3-chloro-phenyl]-N-[(2-methyl-3-pyridyl)methyl]pyridine-3-carboxamide C(C)(=O)N(C1=C(C=C(C=C1)C1=CC=C(C=N1)C(=O)NCC=1C(=NC=CC1)C)Cl)CC